C1(=CC=CC=C1)C1=NOC(C1)C(=O)O 3-phenyl-4,5-dihydro-isoxazole-5-carboxylic acid